4-bromo-5-hydroxy-benzene-1,3-dicarboxylic acid dimethyl ester COC(=O)C1=CC(=C(C(=C1)O)Br)C(=O)OC